(R)-5-(2-(1H-indol-3-yl)ethyl)-6-(piperidin-4-ylmethyl)-5,6,7,8-tetrahydro-[1,3]dioxazolo[4,5-g]isoquinoline N1C=C(C2=CC=CC=C12)CC[C@H]1N(CCC=2C=C3C(=CC12)ONO3)CC3CCNCC3